3'-O-[tert-butyl-(dimethyl)silyl]-1-[2-(1,3-di-oxo-1,3-dihydro-2H-isoindol-2-yl)ethyl]inosine C(C)(C)(C)[Si](O[C@H]1[C@H]([C@@H](O[C@@H]1CO)N1C=NC=2C(=O)N(C=NC12)CCN1C(C2=CC=CC=C2C1=O)=O)O)(C)C